C(C)(C)(C)S(=O)(=O)C=1C(=CC=2N(C1)C(=CN2)I)OCC(C)(O)C 1-((6-(tert-butylsulfonyl)-3-iodoimidazo[1,2-a]pyridin-7-yl)oxy)-2-methylpropan-2-ol